C(C)(C)(C)OOC(C)(CC)OOC(C)(C)C 2,2-bis(tert-butyl-peroxy)butane